dimethyl-ammonium phosphate potassium chloride [Cl-].[K+].P(=O)([O-])(O)O.C[NH2+]C